C(C1=CC=CC=C1)N1C[C@H](CCC1)NC1=C2C(=NC=C1C(=O)OCC)NC=C2 ethyl (S)-4-((1-benzylpiperidin-3-yl)amino)-1H-pyrrolo[2,3-b]pyridine-5-carboxylate